CC1=NN(C=C1)C1=CC2=C(C(=N1)N1CCOCC1)CCN2 4-(6-(3-methyl-1H-pyrazol-1-yl)-2,3-dihydro-1H-pyrrolo[3,2-c]pyridin-4-yl)morpholine